FC(C1=CC2=C(N=C(O2)NC=2OC3=C(N2)C=C(C=C3)C(=O)NCCOCCO)C=C1)F 2-((6-(difluoromethyl)benzo[d]oxazol-2-yl)amino)-N-(2-(2-hydroxyethoxy)ethyl)benzo[d]oxazole-5-carboxamide